NC=1C=2N(C=CN1)C(=NC2C2=CC=C(C(=O)NC1=NC=CC(=C1)C(F)(F)F)C=C2)[C@H]2N(CCC2)C(=O)C2=NC(=NC=C2)Cl (S)-4-(8-amino-3-(1-(2-chloropyrimidine-4-carbonyl)pyrrolidin-2-yl)imidazo[1,5-a]pyrazin-1-yl)-N-(4-(trifluoromethyl)pyridin-2-yl)benzamide